3-[2-[3-(3-aminopropoxy)-4-pyridyl]-3-(3-fluoro-2-methoxy-anilino)-4-oxo-1,5,6,7-tetrahydropyrrolo[3,2-c]pyridin-7-yl]propanal NCCCOC=1C=NC=CC1C1=C(C=2C(NCC(C2N1)CCC=O)=O)NC1=C(C(=CC=C1)F)OC